NC=1C=NC2=CC=C(C=C2N1)CN(C(=O)C=1C=NC(=NC1)C(F)(F)F)C1=CC=CC=2N=CSC21 N-[(3-aminoquinoxalin-6-yl)methyl]-N-(1,3-benzothiazol-7-yl)-2-(trifluoromethyl)pyrimidine-5-carboxamide